C(C)(=O)N1C(SCC1C(=O)[O-])(C)C 3-acetyl-2,2-dimethylthiazolidine-4-carboxylate